3-trifluoromethyl-4-((3,5-dicyclohexylphenyl)amino)-benzoic acid methyl ester COC(C1=CC(=C(C=C1)NC1=CC(=CC(=C1)C1CCCCC1)C1CCCCC1)C(F)(F)F)=O